CS(=O)(=O)OCC(COS(=O)(=O)C)([2H])[2H] (2,2-dideuterio-3-methylsulfonyloxy-propyl) methanesulfonate